2-ethyl-8-hydroxyquinoline C(C)C1=NC2=C(C=CC=C2C=C1)O